ClC1=CC(=NC=2N=CN(CC21)C)Cl 5,7-Dichloro-3-methyl-3,4-dihydropyrido[2,3-d]pyrimidin